CC(C#N)(C)C=1OC(=NN1)C1=CC2=C(C(CC(C(N2CC2=C(C=C(C=C2)N2N=CC(=C2)C(F)(F)F)F)=O)N)(F)F)C=C1F 2-methyl-2-[5-[3-amino-5,5,7-trifluoro-1-[[2-fluoro-4-[4-(trifluoromethyl)pyrazol-1-yl]phenyl]methyl]-2-oxo-3,4-dihydro-1-benzazepin-8-yl]-1,3,4-oxadiazol-2-yl]propanenitrile